C(C)(C)(C)OC(=O)N1[C@@H]2CN([C@H](C1)C2)C(NC2=CC(=C(C=C2)C)C2=NC=CC=C2)=O (1S,4S)-5-((4-methyl-3-(pyridin-2-yl)phenyl)carbamoyl)-2,5-diazabicyclo[2.2.1]heptane-2-carboxylic acid tert-butyl ester